C[Hf](N)C Di-Methyl-AminoHafnium